11-benzoyl-3,3,8,11-tetramethyl-2,3,4,5,10,11-hexahydro-1H-dibenzo[b,e][1,4]diazepin-1-one C(C1=CC=CC=C1)(=O)C1(C2=C(NC3=C(N1)C=C(C=C3)C)CC(CC2=O)(C)C)C